C(C)(=O)C1=C(C=C(C=C1)Cl)C1=CC(N(C=C1OC)C(C(=O)NC1=CC2=C(NC(=N2)C)C=C1)CC1=CC=CC=C1)=O 2-(4-(2-acetyl-5-chlorophenyl)-5-methoxy-2-oxopyridin-1(2H)-yl)-N-(2-methyl-1H-benzo[d]imidazol-5-yl)-3-phenylpropanamide